C1(=CC=CC=C1)NC(=O)OC(C(=O)OCC)CN1N=CC=C1 Ethyl 2-[(phenylcarbamoyl)-oxy]-3-(1H-pyrazol-1-yl)-propanoate